3-butylcyclobutenone C(CCC)C1=CC(C1)=O